(5-((1-(2-methoxyethyl)-1H-benzo[d][1,2,3]triazol-6-yl)ethynyl)-8-(methylamino)-2,7-naphthyridin-3-yl)cyclopropanecarboxamide COCCN1N=NC2=C1C=C(C=C2)C#CC2=C1C=C(N=CC1=C(N=C2)NC)C2(CC2)C(=O)N